N-(1-(3-chlorobenzyl)cyclohexyl)-1-methyl-1H-pyrrolo[2,3-b]pyridine-5-carboxamide ClC=1C=C(CC2(CCCCC2)NC(=O)C=2C=C3C(=NC2)N(C=C3)C)C=CC1